Octyl R-(-)-3-hydroxybutyrate O[C@@H](CC(=O)OCCCCCCCC)C